COCC(=O)NC1CCC=2C(=CC=CC12)C(=O)N (2-methoxyacetamido)-2,3-dihydro-1H-indene-4-carboxamide